C1(=CC=CC=C1)C1=NC(=NC(=N1)C1=CC=CC=C1)C1=C(C=C(C=C1)OCCCCCC)O 2-(4,6-Diphenyl-1,3,5-Triazin-2-Yl)-5-[(Hexyl)Oxy]-Phenol